5-(Thiophen-3-yl)nicotinaldehyde S1C=C(C=C1)C=1C=NC=C(C=O)C1